5-(3-Chloropyridin-4-yl)-N-((6-((3R,5S)-3,5-dimethylpiperazin-1-yl)pyridin-2-yl)methyl)-7H-pyrrolo[2,3-d]pyrimidin-4-amine ClC=1C=NC=CC1C1=CNC=2N=CN=C(C21)NCC2=NC(=CC=C2)N2C[C@H](N[C@H](C2)C)C